2-(Pyrimidin-5-yl)-1-(2,2,2-trifluoroethyl)-1H-benzo[d]imidazol-6-carbonitril N1=CN=CC(=C1)C1=NC2=C(N1CC(F)(F)F)C=C(C=C2)C#N